S-[2-[5-(2-chloro-3-fluoro-phenyl)-3-[2-[4-(7-methoxy-2-oxo-4,5-dihydro-1H-1,3-benzodiazepin-3-yl)-1-piperidyl]-2-oxo-ethyl]-2,6-dioxo-pyrimidin-1-yl]ethyl] ethanethioate C(C)(SCCN1C(N(C=C(C1=O)C1=C(C(=CC=C1)F)Cl)CC(=O)N1CCC(CC1)N1C(NC2=C(CC1)C=C(C=C2)OC)=O)=O)=O